NC(CCC(=O)O)(CCC(=O)O)N.FC1=C(OCC2=C(C=CC=C2)C2CCNCC2)C(=CC(=C1)F)F 4-[2-(2,4,6-Trifluorophenoxymethyl)phenyl]piperidine DIAMINOPIMELATE